(1R,4R)-N1-(5-chloro-4-(5-(cyclopropyl-methyl)-1-methyl-1H-pyrazol-4-yl)pyrimidin-2-yl)-N4-phenylcyclohexane-1,4-diamine ClC=1C(=NC(=NC1)NC1CCC(CC1)NC1=CC=CC=C1)C=1C=NN(C1CC1CC1)C